C(C)(C)(C)C1=C(C(=CC=C1C)O)C tert-butyl-2,4-xylenol